C(N)(OS(=O)(=O)C=1SC(=C(C1C1=CC=C(C=C1)CN1C(=NC=C1)Cl)F)CC(C)C)=O ((3-(4-((2-chloro-1H-imidazol-1-yl) methyl) phenyl)-4-fluoro-5-isobutyl thiophen-2-yl) sulfonyl) carbamate